5-N-[4-[(6,7-Dimethoxy-1,5-naphthyridin-4-yl)oxy]phenyl]-1-(4-fluorophenyl)-2,4-dimethyl-6-oxopyridine-3,5-dicarboxamide COC=1N=C2C(=CC=NC2=CC1OC)OC1=CC=C(C=C1)NC(=O)C1=C(C(=C(N(C1=O)C1=CC=C(C=C1)F)C)C(=O)N)C